2-methylpiperazin CC1NCCNC1